N1(CCC1)CC(C(=O)NC(C)(C)C1=C(C=CC=C1)Cl)C 3-(azetidin-1-yl)-N-(2-(2-chlorophenyl)propan-2-yl)-2-methyl-propanamide